N7-(2-((2S,6R)-2,6-dimethylmorpholino)ethyl)-2-(1H-pyrazol-5-yl)thieno[3,2-b]pyridine-5,7-diamine C[C@@H]1O[C@@H](CN(C1)CCNC1=C2C(=NC(=C1)N)C=C(S2)C2=CC=NN2)C